3-(4-(6-chloro-4-oxo-3,4-dihydro-7H-pyrrolo[2,3-d]pyrimidin-7-yl)phenyl)hexahydrocyclopenta[b][1,4]oxazine-4(4aH)-carboxylic acid tert-butyl ester C(C)(C)(C)OC(=O)N1C2C(OCC1C1=CC=C(C=C1)N1C(=CC3=C1N=CNC3=O)Cl)CCC2